FC(OC1=CC=C(C=C1)N1N=C(N=C1)N1CCC(CC1)CCC(=O)OCC)(F)F ethyl 3-(1-(1-(4-(trifluoromethoxy)phenyl)-1H-1,2,4-triazol-3-yl)piperidin-4-yl)propanoate